monoethyloxyether C(C)OOOCC